FC1(CN(CC1)CCOC1=CC=C(CCNC(OC(C)(C)C)=O)C=C1)F tert-Butyl 4-(2-(3,3-difluoropyrrolidin-1-yl)ethoxy)phenethylcarbamate